5-(2-(1'-(4-amino-5-methoxy-2-(1-methyl-1H-pyrazol-4-yl)phenyl)-[4,4'-bipiperidin]-1-yl)-7-azaspiro[3.5]non-7-yl)-2-(2,6-dioxopiperidin-3-yl)isoindoline-1,3-dione NC1=CC(=C(C=C1OC)N1CCC(CC1)C1CCN(CC1)C1CC2(C1)CCN(CC2)C=2C=C1C(N(C(C1=CC2)=O)C2C(NC(CC2)=O)=O)=O)C=2C=NN(C2)C